(((1r,4r)-4-aminocyclohexyl)methyl)carbamic acid tert-butyl ester C(C)(C)(C)OC(NCC1CCC(CC1)N)=O